4-(bromomethyl)-2-chloropyrimidine BrCC1=NC(=NC=C1)Cl